ClC1=NC=C(C(=C1)N)F 2-chloro-4-amino-5-fluoropyridine